C(C=C)C1=C(C=CC(=C1)F)CC(=O)N (2-allyl-4-fluorophenyl)acetamide